N-((5-(2-aminopyridin-3-yl)-1-(tetrahydro-2H-pyran-2-yl)-1H-pyrazol-3-yl)methyl)-2-(trifluoromethoxy)benzamide NC1=NC=CC=C1C1=CC(=NN1C1OCCCC1)CNC(C1=C(C=CC=C1)OC(F)(F)F)=O